1-(5-(difluoromethoxy)-2-fluorophenyl)-3-(2-hydroxypropan-2-yl)-N-(3-methyl-1,1-dioxidothietan-3-yl)-1H-pyrazolo[3,4-b]pyridine-5-carboxamide FC(OC=1C=CC(=C(C1)N1N=C(C=2C1=NC=C(C2)C(=O)NC2(CS(C2)(=O)=O)C)C(C)(C)O)F)F